(S)-1-(oxetan-2-ylmethyl)-2-((4-(6-(pyridin-4-ylmethoxy)pyridin-2-yl)piperazin-1-yl)methyl)-1H-benzo[d]imidazole-6-carboxylic acid O1[C@@H](CC1)CN1C(=NC2=C1C=C(C=C2)C(=O)O)CN2CCN(CC2)C2=NC(=CC=C2)OCC2=CC=NC=C2